1-methyl-1,4,5,6-tetrahydrocyclopenta[d][1,2,3]triazol-5-ol CN1N=NC2=C1CC(C2)O